BrCC1=CC=C(C=C1)B1OC(CO1)(C)CNCCOCCN(C)C 2-(2-(((2-(4-(bromomethyl)phenyl)-5-methyl-1,3,2-dioxaborolan-5-yl)methyl)amino)ethoxy)-N,N-dimethylethane-1-amine